C(C1=CC=CC=C1)SC1=C(C=CC(=C1)C1(CC(C1)OC)COC)OC benzyl-(2-methoxy-5-((cis)-3-methoxy-1-(methoxymethyl)cyclobutyl)phenyl)sulfane